(R)-1-((1-(((tert-butyldimethylsilyl)oxy)methyl)cyclopentyl)methyl)-6-chloro-3-(3-((isopropylsulfonyl)methyl)pyrrolidin-1-yl)-1H-pyrazolo[4,3-c]pyridine [Si](C)(C)(C(C)(C)C)OCC1(CCCC1)CN1N=C(C=2C=NC(=CC21)Cl)N2C[C@@H](CC2)CS(=O)(=O)C(C)C